tert-butyl 2,4-dichloro-5H,6H,8H-pyrido[3,4-d]pyrimidine-7-carboxylate ClC=1N=C(C2=C(N1)CN(CC2)C(=O)OC(C)(C)C)Cl